BrC1=C(C2=C(OC(O2)(F)F)C=C1)NC1=C(C(=O)OC)C=CC=N1 methyl 2-((5-bromo-2,2-difluorobenzo[d][1,3]dioxol-4-yl)amino)nicotinate